FC1=C(C=C(C=C1)OC=1C(=C2C=CN(C2=CC1F)S(=O)(=O)C1=CC=C(C)C=C1)S(=O)(=O)C)C=1SC=C(N1)C(=O)C=1C=C(C=CC1)CCC(=O)OCC Ethyl 3-(3-(2-(2-fluoro-5-((6-fluoro-4-(methylsulfonyl)-1-tosyl-1H-indol-5-yl)oxy)phenyl)thiazole-4-carbonyl)phenyl)propanoate